C(C1=CC=CC=C1)OC1=NC(=CC=C1N1C(N(C2=C1C=CC(=C2)N2CCC(CC2)O[C@@H]2CC[C@H](CC2)C(OC)OC)C)=O)OCC2=CC=CC=C2 trans-1-(2,6-dibenzyl-oxy-3-pyridyl)-5-[4-[4-(dimethoxymethyl)cyclohexoxy]-1-piperidyl]-3-methyl-benzimidazol-2-one